Amino-oxymethyl-phenyl-2-methoxyimino-N-methylacetamide NOCN(C(C(=NOC)C1=CC=CC=C1)=O)C